C(C)(C)SC1=C(N)C=CC=C1 2-(isopropylthio)aniline